2-(7-amino-1-oxo-isoindolin-2-yl)acetic acid NC=1C=CC=C2CN(C(C12)=O)CC(=O)O